NC1=C(C=CC=C1)NC(C1=CN=C(C=C1)OC1=C(C=CC(=C1)\C=C/C1=CC(=C(C(=C1)OC)OC)OC)OC)=O (Z)-N-(2-aminophenyl)-6-(2-methoxy-5-(3,4,5-trimethoxystyryl)phenoxy)nicotinamide